4-(4-fluorophenyl)-1-{6-methyl-4-[(1-methylcyclopropyl)amino]furo[2,3-d]pyrimidine-5-carbonyl}piperidin-4-ol FC1=CC=C(C=C1)C1(CCN(CC1)C(=O)C1=C(OC=2N=CN=C(C21)NC2(CC2)C)C)O